N-(3-(pyrrolidin-1-ylsulfonyl)phenyl)-4-(N-(p-tolyl)sulfamoyl)benzamide N1(CCCC1)S(=O)(=O)C=1C=C(C=CC1)NC(C1=CC=C(C=C1)S(NC1=CC=C(C=C1)C)(=O)=O)=O